CC(CCC1C(OC(C1)=O)=O)C 3-(3-methylbutyl)oxolane-2,5-dione